COCC=1C=C(C(=NC1)C(=O)O)C(=O)O 5-methoxymethylpyridine-2,3-dicarboxylic acid